7-[4-[2-[tert-butyl(dimethyl)silyl]oxypropyl]-3-chlorophenyl]-N-[(2,4-dimethoxyphenyl)methyl]cinnolin-4-amine [Si](C)(C)(C(C)(C)C)OC(CC1=C(C=C(C=C1)C1=CC=C2C(=CN=NC2=C1)NCC1=C(C=C(C=C1)OC)OC)Cl)C